3-(((1-(4-propylphenyl)-1H-indazol-6-yl)oxy)methyl)azetidin-3-ol C(CC)C1=CC=C(C=C1)N1N=CC2=CC=C(C=C12)OCC1(CNC1)O